tert-Butyl (1R,3s,5S)-3-(4-(3-cyano-4-methoxypyrazolo[1,5-a]pyridin-6-yl)-5-methyl-1H-pyrazol-1-yl)-8-azabicyclo[3.2.1]octane-8-carboxylate C(#N)C=1C=NN2C1C(=CC(=C2)C=2C=NN(C2C)C2C[C@H]1CC[C@@H](C2)N1C(=O)OC(C)(C)C)OC